CC1=C(C(=O)NC(C)C2=CC(=CC3=CC=CC=C23)C2=CC(=CN2)C(=O)OC)C=C(C=C1)N1CCN(CC1)C methyl 5-(4-(1-(2-methyl-5-(4-methylpiperazin-1-yl)benzamido)ethyl) naphthalen-2-yl)-1H-pyrrole-3-carboxylate